COC1=CC(=NC=C1[N+](=O)[O-])C(C#N)(C)C 2-(4-methoxy-5-nitropyridin-2-yl)-2-methylpropanenitrile